COC=1C=C(NC1C=C1N=C(C(=C1)CCCCC)C)C=1NC=CC1 4-Methoxy-5-[(5-methyl-4-pentyl-2H-pyrrol-2-ylidene)methyl]-2,2'-bi[1H-pyrrole]